CSC1=CC=C(C=C1)C=1OC2=C(C1)C=CC=C2 (4-(methylthio)phenyl)benzofuran